ClC=1C(=NC(=NC1)NC1CCOCC1)C1=CC=C2CN(C(C2=C1)=O)[C@@H](C(=O)N[C@H](C)C1=CC(=NC=C1F)NC)C (2R)-2-(6-{5-chloro-2-[(oxan-4-yl)amino]pyrimidin-4-yl}-1-oxo-2,3-dihydro-1H-isoindol-2-yl)-N-[(1R)-1-[5-fluoro-2-(methylamino)pyridin-4-yl]ethyl]propanamide